4-(N-(2-hydroxyethyl)sulfamoyl)-N-(1-(2-methoxyethyl)-6-oxo-1,6-dihydropyridin-3-yl)-2-(6-azaspiro[2.5]octan-6-yl)benzamide OCCNS(=O)(=O)C1=CC(=C(C(=O)NC2=CN(C(C=C2)=O)CCOC)C=C1)N1CCC2(CC2)CC1